(R)-4-bromo-N-(3-fluoro-5-(2-methylmorpholino)phenyl)-2-(6-azaspiro[2.5]octan-6-yl)benzamide BrC1=CC(=C(C(=O)NC2=CC(=CC(=C2)N2C[C@H](OCC2)C)F)C=C1)N1CCC2(CC2)CC1